((3-((dimethylamino)methyl)-4-(tetrahydro-2H-pyran-4-yl)phenyl)amino)-5-(2-fluoro-6-methoxyphenyl)pyrazine-2-carboxamide CN(C)CC=1C=C(C=CC1C1CCOCC1)NC=1C(=NC=C(N1)C1=C(C=CC=C1OC)F)C(=O)N